(S)-5-(1-((tert-Butoxycarbonyl)amino)-1,3-dihydrospiro[indene-2,4'-piperidin]-1'-yl)pyridine-2-thiol sodium [Na].C(C)(C)(C)OC(=O)N[C@@H]1C2=CC=CC=C2CC12CCN(CC2)C=2C=CC(=NC2)S